C1(CCC1)N1C(CNC(C1)=O)C1=CC=C(C=C1)NC(OCC1=CC=C(C=C1)Cl)=O 4-chlorobenzyl (4-(1-cyclobutyl-5-oxopiperazin-2-yl)phenyl)carbamate